tert-butyl (1-(4-(hydroxymethyl)benzyl)piperidin-4-yl)carbamate OCC1=CC=C(CN2CCC(CC2)NC(OC(C)(C)C)=O)C=C1